5-({2-[4-{5-chloro-2-[5-(difluoromethyl)-1,3,4-oxadiazol-2-yl]phenyl}-5-methoxy-2-oxopyridin-1(2H)-yl]-4-methoxybutyryl}amino)pyridine-2-carboxamide ClC=1C=CC(=C(C1)C1=CC(N(C=C1OC)C(C(=O)NC=1C=CC(=NC1)C(=O)N)CCOC)=O)C=1OC(=NN1)C(F)F